C(=O)O.FC1=C(C=C(C(=C1)N[C@@H]1[C@H](C[C@H](CC1)C1=CC(=CC=C1)OC(F)(F)F)N1CCCC1)F)S(=O)(=O)NC1=NC=NC=C1 2,5-difluoro-N-(pyrimidin-4-yl)-4-(((1S,2S,4S)-2-(pyrrolidin-1-yl)-4-(3-(trifluoromethoxy)-phenyl)cyclohexyl)amino)benzenesulfonamide Formate